(E)-4-(isobutylamino)-4-oxobut-2-enoic acid C(C(C)C)NC(/C=C/C(=O)O)=O